C(C)(C)(CC)NS(=O)(=O)C1=CC=CC=C1 N-(tert-pentyl)benzenesulfonamide